(2S)-2-chloropropionic acid Cl[C@H](C(=O)O)C